ClC=1C=C(C=CC1OC(F)(F)F)[C@H](NC(=O)[C@H]1NC(NC1)=O)C=1N=C(OC1)C(F)(F)F (S)-N-((S)-(3-chloro-4-(trifluoromethoxy)phenyl)(2-(trifluoromethyl)oxazol-4-yl)methyl)-2-oxoimidazolidine-4-carboxamide